FC1=NC=CC(=C1)C1=C(C=2CCCC2C=C1)N 5-(2-fluoro-4-pyridyl)indan-4-amine